N1C=C(C2=CC=CC=C12)C1=NC(=NC=C1)NC=1C=C(C=CC1OC)NC(\C=C\CN(C)C)=O (E)-N-(3-((4-(1H-indol-3-yl)pyrimidin-2-yl)amino)-4-methoxyphenyl)-4-(dimethylamino)but-2-enamide